BrC(C(=O)OCCCCCCCCC)(Br)Br nonyl 2,2,2-tribromoacetate